CNC1=CC(N(C(N1C1=CC(=CC=C1)C)=O)C1=CC(=CC=C1)C)=O 6-(methylamino)-1,3-bis(3-methylphenyl)pyrimidine-2,4(1H,3H)-dione